ClC=1C=C(C=C(C1)F)N1N=C(N=C1[C@H](C)O)CN1C(N(C(=C1C)C1=CC=C(C=C1)Cl)C[C@@H](C(F)(F)F)O)=O 1-((1-(3-chloro-5-fluorophenyl)-5-((S)-1-hydroxyethyl)-1H-1,2,4-triazol-3-yl)methyl)-4-(4-chlorophenyl)-5-methyl-3-((S)-3,3,3-trifluoro-2-hydroxypropyl)-1,3-dihydro-2H-imidazol-2-one